N1C=C(C=2C1=NC=CC2)C#CC=2C=C(C(=O)NC1=CC=C3C(=CN(C3=C1)C)C=1C=NC(=CC1)F)C=CC2C 3-((1H-Pyrrolo[2,3-b]pyridin-3-yl)ethynyl)-N-(3-(6-fluoropyridin-3-yl)-1-methyl-1H-indol-6-yl)-4-methylbenzamide